N-(1-(cyclopropylsulfonyl)piperidin-4-yl)-8-(8,8-difluoro-2,6-diazaspiro[3.4]oct-6-yl)-6-methylpyrido[3,4-d]pyrimidin-2-amine C1(CC1)S(=O)(=O)N1CCC(CC1)NC=1N=CC2=C(N1)C(=NC(=C2)C)N2CC1(CNC1)C(C2)(F)F